FC1(CC1)CNCC1=CC(=C2CN(C(C2=C1)=O)C1=CC(=CC=C1)C1(CC(C1)OC)C1=NN=CN1C)C(F)(F)F 6-((((1-fluorocyclopropyl)methyl)amino)methyl)-2-(3-((1r,3r)-3-methoxy-1-(4-methyl-4H-1,2,4-triazol-3-yl)cyclobutyl)phenyl)-4-(trifluoromethyl)isoindolin-1-one